BrC1=CC2=C(OCCC3=C2N(N=C3C(=O)O)C3=CC(=CC(=C3)Cl)Cl)C=C1OC 9-bromo-1-(3,5-dichlorophenyl)-8-methoxy-4,5-dihydro-1H-benzo[2,3]oxepino[4,5-c]pyrazole-3-carboxylic acid